2-(2-[3-[4-(piperidin-4-yl)phenoxy]propoxy]ethoxy)ethanol N1CCC(CC1)C1=CC=C(OCCCOCCOCCO)C=C1